N-methoxy-N-methyl-1-(2,2,2-trifluoroethyl)-1H-pyrazolo[3,4-c]pyridine-5-carboxamide CON(C(=O)C=1C=C2C(=CN1)N(N=C2)CC(F)(F)F)C